C(C)(=O)N(NC(=O)[C@H]1N2C(N([C@H](CC1)C2)OS(=O)(=O)O)=O)C.[Na] sodium (2S,5R)-N'-acetyl-N'-methyl-7-oxo-6-(sulfooxy)-1,6-diazabicyclo[3.2.1]octane-2-carbohydrazide